CN(C1CCN(CC1)C1=C(C=C(C(=C1)OC)NC1=NC=NC(=C1)N1OCC[C@@H]1C1=CC(=CC=C1)C#C)NC(C=C)=O)C N-(2-(4-(dimethylamino)piperidine-1-yl)-5-((6-((R)-3-(3-ethynylphenyl)-isoxazolidine-2-yl)pyrimidine-4-yl)amino)-4-methoxyphenyl)acrylamide